(3-bromo-4-(1H-imidazol-1-yl)phenyl)-5-(3,5-dimethylisoxazol-4-yl)-2-methylpyridin-3-amine BrC=1C=C(C=CC1N1C=NC=C1)C1=C(C(=NC=C1C=1C(=NOC1C)C)C)N